2-chloro-N-(4-(pyridin-2-yl)benzyl)-5-(trifluoromethyl)pyrimidin-4-amine ClC1=NC=C(C(=N1)NCC1=CC=C(C=C1)C1=NC=CC=C1)C(F)(F)F